N-(6-(2-chloro-5-fluorophenyl)pyridazin-3-yl)-2-(cyclohexylmethyl)-2-azaspiro[3.3]heptan-6-amine ClC1=C(C=C(C=C1)F)C1=CC=C(N=N1)NC1CC2(CN(C2)CC2CCCCC2)C1